N-(heptan-4-yl)-6-methylbenzo[d][1,3]dioxole-5-carboxamide CCCC(CCC)NC(=O)C1=CC2=C(OCO2)C=C1C